O=C1NC(CCC1N1C(C2=CC=CC(=C2C1=O)N1CCC(CC1)CO)=O)=O 2-(2,6-Dioxopiperidin-3-yl)-4-(4-(hydroxymethyl)piperidin-1-yl)isoindoline-1,3-dione